N-((3r,4r)-4-((S)-6-(2,6-dichloro-3,5-dimethoxyphenyl)-4,5,6,7-tetrahydro-1H-indazol-3-yl)tetrahydrofuran-3-yl)acrylamide ethyl-2-(2,4-dimethyl-1,3-dioxolan-2-yl)acetate C(C)OC(CC1(OCC(O1)C)C)=O.ClC1=C(C(=C(C=C1OC)OC)Cl)[C@H]1CCC=2C(=NNC2C1)[C@H]1[C@H](COC1)NC(C=C)=O